C(CCCCC)N(CCCCCC)CC N,N-dihexyl-monoethyl-amine